(2-azido-3-(4-bromophenoxy)propoxy)(tert-butyl)diphenylsilane ethyl-2-(ethoxymethylene)-4,4,4-trifluoro-3-oxobutanoate C(C)OC(C(C(C(F)(F)F)=O)=COCC)=O.N(=[N+]=[N-])C(CO[Si](C1=CC=CC=C1)(C1=CC=CC=C1)C(C)(C)C)COC1=CC=C(C=C1)Br